C1(CC1)CN1N=CC(=C1)S(=O)(=O)N1[C@@H](CC(CC1)C=1C=C2C=NN(C2=CC1)C1=CC=C(C=C1)F)CO (S)-(1-((1-(cyclopropylmethyl)-1H-pyrazol-4-yl)sulfonyl)-4-(1-(4-fluorophenyl)-1H-indazol-5-yl)piperidin-2-yl)methanol